methyl N-1H-benzimidazol-2-ylcarbamate N1C(=NC2=C1C=CC=C2)NC(OC)=O